3-((4S)-8-bromo-6-(4,5-dihydropyridin-2-yl)-1-methyl-4H-benzo[f]imidazo[1,2-a][1,4]diazepin-4-yl)propionic acid BrC=1C=CC2=C(C(=N[C@H](C=3N2C(=CN3)C)CCC(=O)O)C=3N=CCCC3)C1